6-methyl-9-(p-tolyl)indolo[1,2-a]quinoxaline CC=1C=2N(C=3C=CC=CC3N1)C1=CC=C(C=C1C2)C2=CC=C(C=C2)C